COC(C)C1=C(N)C=CC=C1 2-(1-methoxyethyl)aniline